3,3-difluoro-1-phenylpyrrolidin-2-one FC1(C(N(CC1)C1=CC=CC=C1)=O)F